methanesulfonic acid 4-((tert-butoxycarbonyl) (methyl) amino)-3,3-dimethylbutyl ester C(C)(C)(C)OC(=O)N(CC(CCOS(=O)(=O)C)(C)C)C